CC(=CCC1=C(C(=CC(=C1)[C@@H]2CC(=O)C3=C(O2)C=C(C=C3)O)O)OC)C The molecule is a dihydroxyflavanone that is (2S)-flavanone substituted by hydroxy groups at positions 7 and 3', a methoxy group at position 4' and a prenyl group at position 5'. Isolated from Erythrina latissima, it exhibits antimicrobial and radical scavenging activities. It has a role as an antimicrobial agent, a radical scavenger and a plant metabolite. It is a monomethoxyflavanone, a member of 3'-hydroxyflavanones, a dihydroxyflavanone and a member of 4'-methoxyflavanones. It derives from a (2S)-flavanone.